alpha-aspartylglycine N[C@@H](CC(O)=O)C(=O)NCC(=O)O